C(C)(C)(C)N1C[C@@H](CCC1)NC=1N=NC(=C(N1)C)Cl |r| (rac)-N-(1-tert-Butyl-3-piperidyl)-6-chloro-5-methyl-1,2,4-triazin-3-amine